(2S,3S,4R,5S,6S)-6-[3-[[4-(4-allyloxybutyl)phenyl]methyl]-4-methyl-phenyl]-3,4,5-tribenzyloxy-tetrahydropyran-2-carboxylic acid methyl ester COC(=O)[C@H]1O[C@H]([C@@H]([C@H]([C@@H]1OCC1=CC=CC=C1)OCC1=CC=CC=C1)OCC1=CC=CC=C1)C1=CC(=C(C=C1)C)CC1=CC=C(C=C1)CCCCOCC=C